N1-((3'-((5r,8r)-3,3-dimethyl-1-oxaspiro[4.5]decan-8-yl)-4'H,6'H-spiro[cyclopropane-1,5'-pyrrolo[1,2-b]pyrazol]-2'-yl)methyl)-N1,N2-dimethylethane-1,2-diamine CC1(COC2(C1)CCC(CC2)C2=C1N(N=C2CN(CCNC)C)CC2(C1)CC2)C